N1(N=CC=C1)C=1C=NC=2CCN(CC2C1)C1=C(C=C(N=N1)C(=O)N1CC2(C1)CC(C2)(F)F)C (6-(3-(1H-pyrazol-1-yl)-7,8-dihydro-1,6-naphthyridin-6(5H)-yl)-5-methylpyridazin-3-yl)(6,6-difluoro-2-azaspiro[3.3]heptan-2-yl)methanone